methyl 4-bromo-3-methoxy-1H-pyrrole-2-carboxylate BrC=1C(=C(NC1)C(=O)OC)OC